methyl 6-chloro-2-(6-azaspiro[2.5]octan-6-yl)nicotinate ClC1=NC(=C(C(=O)OC)C=C1)N1CCC2(CC2)CC1